3-methyl-1-(2-phenylacetylamino)thiourea CNC(NNC(CC1=CC=CC=C1)=O)=S